C1(=CC=CC2=CC3=CC=CC=C3C=C12)C=O 1-anthracene-carbaldehyde